Cl.N[C@H](CCO)C(=O)OC methyl D-homoserinate hydrochloride